3-Phenyl-1,5-dimethyl-pyrazol-4-ol C1(=CC=CC=C1)C1=NN(C(=C1O)C)C